C1COCCN1CCCN aminopropylmorpholine